rac-(7S,8S)-2-Amino-7,8-dimethyl-7,8-dihydro-5H-pyrano[4,3-b]pyridin-5-one NC1=CC=C2C(=N1)[C@@H]([C@@H](OC2=O)C)C |r|